FC(C(=O)N1[C@H](CCC1)C1=C(C=CC(=C1)F)O)(F)F (R)-2,2,2-trifluoro-1-(2-(5-fluoro-2-hydroxyphenyl)tetrahydropyrrol-1-yl)ethanone